ClC1=C(C(=NC=C1F)C=O)F 4-chloro-3,5-difluoropicolinaldehyde